5-propynyl-6-fluorouracil C(#CC)C=1C(NC(NC1F)=O)=O